O=C1N(CC2=C(C=CC=C12)B1OC(C(O1)(C)C)(C)C)C(C(=O)NC(C(=O)OC)=C)=C methyl 2-(2-(1-oxo-4-(4,4,5,5-tetramethyl-1,3,2-dioxaborolan-2-yl)isoindolin-2-yl)acrylamido)acrylate